CN1C(=NC2=C(C=C(C=C2C1=O)C)C(C)NC1=C(C(=O)O)C=CC=C1)N1C[C@@H]2C([C@@H]2C1)NC(=O)OCC(F)(F)F 2-((1-(3,6-dimethyl-4-oxo-2-((1R,5S,6s)-6-(((2,2,2-trifluoroethoxy)carbonyl)amino)-3-azabicyclo[3.1.0]hexan-3-yl)-3,4-dihydroquinazolin-8-yl)ethyl)amino)benzoic acid